N4-hexanoyl-1-β-D-arabinofuranosyl-cytosine C(CCCCC)(=O)NC1=NC(N(C=C1)[C@H]1[C@@H](O)[C@H](O)[C@H](O1)CO)=O